2-bromo-8-isopropyl-5-[(1S)-2,2,2-trifluoro-1-methyl-ethoxy]-[1,2,4]Triazolo[1,5-a]Pyridine BrC1=NN2C(C(=CC=C2O[C@H](C(F)(F)F)C)C(C)C)=N1